(5-(7-fluoro-6-(4-methoxypiperidin-1-yl)-1H-imidazo[4,5-c]pyridin-2-yl)-1H-pyrrol-3-yl)(2-(trifluoromethyl)phenyl)methanone hydrochloride Cl.FC=1C2=C(C=NC1N1CCC(CC1)OC)N=C(N2)C2=CC(=CN2)C(=O)C2=C(C=CC=C2)C(F)(F)F